Cl.FC1CN(CC1)S(=O)(=O)N (E)-3-fluoro-pyrrolidine-1-sulfonylamine hydrochloride